(S)-N-(2-chloro-4-(trifluoromethyl)phenyl)-2-(3-(dimethylamino)-7-ethyl-6-(2-methylpiperazin-1-yl)-5-oxopyrido[3,2-e][1,2,4]triazin-8(5H)-yl)acetamide trifluoroacetate FC(C(=O)O)(F)F.ClC1=C(C=CC(=C1)C(F)(F)F)NC(CN1C(=C(C(C=2N=C(N=NC21)N(C)C)=O)N2[C@H](CNCC2)C)CC)=O